methyl 1-((2,4-dimethoxybenzyl)amino)-5-isopropyl-8-oxo-5,6,7,8-tetrahydropyrimido[5'',4'':4',5']pyrrolo[2',3':5,6][1,3]diazepino[1,7-a]indole-11-carboxylate COC1=C(CNC2=NC=NC3=C2C2=C(CNC(N4C2=CC=2C=CC(=CC42)C(=O)OC)=O)N3C(C)C)C=CC(=C1)OC